(1-(3-(2,3-dichlorophenyl)imidazo[1,5-a]pyrazin-8-yl)-4-fluoropiperidin-4-yl)methylamine ClC1=C(C=CC=C1Cl)C1=NC=C2N1C=CN=C2N2CCC(CC2)(F)CN